OC1C2C=C(C3CC4C5(OC=6C(C(OC(C6C4C3C2C(C1C)O)=O)CC5)C)C)C 8,10-dihydroxy-1,5,9,18-tetramethyl-16,20-dioxahexacyclo[15.3.2.02,13.04,12.07,11.014,19]docosa-5,14(19)-dien-15-one